2-{[(5-chloro-3-ethylimidazol-4-yl)methyl]sulfanyl}-3H,5H,7H-furo[3,4-d]pyrimidin-4-one ClC1=C(N(C=N1)CC)CSC=1NC(C2=C(N1)COC2)=O